ClC1=C2C=C(N=CC2=CC(=C1F)C1=C(C=CC=C1C)F)N 5-chloro-6-fluoro-7-(2-fluoro-6-methyl-phenyl)isoquinolin-3-amine